[Cl-].C(CCCCCCCCCCCCCCCCCCCCC)(=O)C[N+](C)(C)CCCO Behenoyl-hydroxypropyl-trimethyl-ammonium chloride